3-Methyl-4-((1-((2-(trimethylsilyl)ethoxy)methyl)-1H-imidazol-4-yl)methyl)pyridine CC=1C=NC=CC1CC=1N=CN(C1)COCC[Si](C)(C)C